azo disulfone N1=NS(=O)(=O)S1(=O)=O